Melilotate C(CCC=1C(O)=CC=CC1)(=O)[O-]